C1(CCCC1)N1N=C(C=C1C1=C(C=CC=C1)C(F)(F)F)C(=O)N[C@H](CC(=O)O)CCC1=CC=C(C=C1)F (3S)-3-({1-cyclopentyl-5-[2-(trifluoromethyl)phenyl]-1H-pyrazol-3-yl}formamido)-5-(4-fluorophenyl)pentanoic acid